C(C1=CC=CC=C1)OC1=C(C=C(C=C1F)O)F 4-benzyloxy-3,5-difluoro-phenol